C(C)(C)(C)C1=C(C(=C(COC(CCSCCC(=O)OCC2=C(C(=C(C=C2C)C(C)(C)C)O)C)=O)C(=C1)C)C)O.C1(CCCCC1)NC(=O)C1=NNC(=C1)C=1C=C(C=CC1)C=1OC(=CN1)C(=O)NC(CC)CC 2-(3-(3-(cyclohexylcarbamoyl)-1H-pyrazol-5-yl)phenyl)-N-(pentan-3-yl)oxazole-5-carboxamide Bis(4-tert-butyl-3-hydroxy-2,6-dimethylbenzyl)thiodipropionate